2-(2-(4-(1-(4-chloro-3-fluorophenyl)-3,3-dimethyl-2,3-dihydro-1H-pyrrolo[3,2-b]pyridine-5-carbonyl)-3,3-dimethylpiperazin-1-yl)-4-methylthiazol-5-yl)acetic acid ClC1=C(C=C(C=C1)N1CC(C2=NC(=CC=C21)C(=O)N2C(CN(CC2)C=2SC(=C(N2)C)CC(=O)O)(C)C)(C)C)F